(9Z,11E,13Z)-octadec-9,11,13-trienoic acid C(CCCCCCC\C=C/C=C/C=C\CCCC)(=O)O